(3-amino-2,6-dichlorophenyl)boronic acid NC=1C(=C(C(=CC1)Cl)B(O)O)Cl